CC(C(C(=O)N1[C@@H](CCCC1)C(=O)O[C@H](CCC1=CC(=C(C=C1)OC)OC)C1=CC(=CC=C1)NC(COC=1C=C2CCCN(C2=CC1)C(CCl)=O)=O)=O)(CC)C (R)-1-(3-(2-((1-(2-chloroacetyl)-1,2,3,4-tetrahydroquinolin-6-yl)oxy)acetamido)phenyl)-3-(3,4-dimethoxyphenyl)propyl (s)-1-(3,3-dimethyl-2-oxopentanoyl)piperidine-2-carboxylate